[Co+2].F[B-](F)(F)F.F[B-](F)(F)F.C(C)(C)(C)C=1C=C(C=C(C1OC)C(C)(C)C)C1=NC2=C3N=C(C=CC3=CC=C2C=C1)C1=CC(=C(C(=C1)C(C)(C)C)OC)C(C)(C)C 2,9-bis-(3,5-di-tert-butyl-4-methoxyphenyl)-1,10-phenanthroline bis(tetrafluoroborate) cobalt